(R)-4-chloro-6-(4-((6-methoxypyridin-3-yl)oxy)piperidin-1-yl)-5-methyl-N-(1,2,3,4-tetrahydronaphthalen-1-yl)pyrimidine-2-carboxamide ClC1=NC(=NC(=C1C)N1CCC(CC1)OC=1C=NC(=CC1)OC)C(=O)N[C@@H]1CCCC2=CC=CC=C12